ClC1=CC=C(C=C1)C=1N=C(SC1)C=1C(N(C(=C(C1)C(=O)N1CCNCC1)C=C(C)C)C1=C(C=CC(=C1)OC)CC)=O 3-(4-(4-chlorophenyl)thiazol-2-yl)-1-(2-ethyl-5-methoxyphenyl)-6-(2-methylprop-1-en-1-yl)-5-(piperazine-1-carbonyl)pyridin-2(1H)-one